(S)-4-((2-(3-Aminopiperidin-1-yl)-5-chloro-1H-benzo[d]imidazol-1-yl)methyl)benzonitril N[C@@H]1CN(CCC1)C1=NC2=C(N1CC1=CC=C(C#N)C=C1)C=CC(=C2)Cl